C(C)N1C2=C([C@H]([C@@H](C1=O)NC(C1=CC(=CC=C1)C(F)(F)F)=O)C1=CC=C(C=C1)F)C(=NN2C2=CC=CC=C2)C(C(=O)O)=C ((4R,5S)-7-ethyl-4-(4-fluorophenyl)-6-oxo-1-phenyl-5-(3-(trifluoromethyl)benzamido)-4,5,6,7-tetrahydro-1H-pyrazolo[3,4-b]pyridine-3-yl)acrylic acid